CC1=C(C=C(C=C1)B(O)O)C(F)(F)F (4-methyl-3-(trifluoromethyl)phenyl)boronic acid